5-{3-[3-methyl-5-(propan-2-yl)-1-benzothiophene-2-sulfonamido]phenyl}-2H-1,2,3,4-tetrazol CC1=C(SC2=C1C=C(C=C2)C(C)C)S(=O)(=O)NC=2C=C(C=CC2)C=2N=NNN2